C(C)(C)(C)NC1=NC(=NC=C1C(=O)N)NC1CCC(CC1)OCC 4-(tert-butylamino)-2-((1r,4r)-4-ethoxycyclohexylamino)pyrimidine-5-carboxamide